2,2,4-trimethyl-1,3-pentanediol diacrylate C(C=C)(=O)OCC(C(C(C)C)OC(C=C)=O)(C)C